6-benzyl-5-methyl-2-(cyclohexyloxy)pyrimidin-4-one C(C1=CC=CC=C1)C1=C(C(NC(=N1)OC1CCCCC1)=O)C